Dihexyl 2-(6-((3-((tert-butoxycarbonyl)amino)propyl)(8-(heptadecan-9-yloxy)-8-oxooctyl)amino)hexyl)malonate C(C)(C)(C)OC(=O)NCCCN(CCCCCCC(C(=O)OCCCCCC)C(=O)OCCCCCC)CCCCCCCC(=O)OC(CCCCCCCC)CCCCCCCC